OC[C@H](C1=CC=CC=C1)NC1=CC(=NC=C1C=1OC=NN1)NC1=CC=C2C(=N1)C(NC2=O)C 2-((4-(((S)-2-hydroxy-1-phenylethyl)amino)-5-(1,3,4-oxadiazol-2-yl)pyridin-2-yl)amino)-7-methyl-6,7-dihydro-5H-pyrrolo[3,4-b]pyridin-5-one